N1(CCC1)C=1N=CC(=NC1C)C(C)N1N=CC(=C1)N 1-(1-(5-(Azetidin-1-yl)-6-methylpyrazin-2-yl)ethyl)-1H-pyrazol-4-amine